(phenylsulfonyl)-1H-1,2,3-triazole C1(=CC=CC=C1)S(=O)(=O)N1N=NC=C1